BrC1=CC2=C(C(NCCO2)=O)C(=C1)F 8-bromo-6-fluoro-3,4-dihydrobenzo[f][1,4]oxazepin-5(2H)-one